C1(=CC=CC=C1)S(=O)(=O)\C(=C/C1=NC=CC=C1)\C=1C=NC=CC1 (Z)-2-(2-(benzenesulfonyl)-2-(pyridin-3-yl)vinyl)pyridine